(5-(1-(2,2-difluoroethyl)-1H-pyrazol-4-yl)-1,3,4-oxadiazol-2-yl)methanone FC(CN1N=CC(=C1)C1=NN=C(O1)C=O)F